FC=1C=C(C=C(C1CN1C(C=2C=CC=NC2C(=C1)C(=O)N[C@@H]1[C@H](COCC1)O)=O)F)C1=CC(=CC=C1)C 6-((3,5-difluoro-3'-methyl-[1,1'-biphenyl]-4-yl)methyl)-N-((3R,4S)-3-hydroxytetrahydro-2H-pyran-4-yl)-5-oxo-5,6-dihydro-1,6-naphthyridine-8-carboxamide